(S)-2-((t-Butoxycarbonyl)amino)-4-isopropoxy-4-oxobutyric acid C(C)(C)(C)OC(=O)N[C@H](C(=O)O)CC(=O)OC(C)C